[1,3]thiazolo[5,4-b]pyridin N1=CSC2=NC=CC=C21